CCCC[C@@H](C(=O)O)N The molecule is a non-proteinogenic L-alpha-amino acid comprising hexanoic acid carrying an amino group at C-2. It does not occur naturally. It is a 2-aminohexanoic acid and a non-proteinogenic L-alpha-amino acid. It is a conjugate acid of a L-2-aminohexanoate. It is an enantiomer of a D-norleucine. It is a tautomer of a L-2-aminohexanoic acid zwitterion.